FC(CBr)(F)F 1,1,1-trifluoro-2-bromoethane